4-[1-[2-[3,5-di-trifluoromethylpyrazol-1-yl]acetyl]-4-piperidinyl]-N-tetrahydronaphthalene-1-ylpyridine-2-carboxamide FC(C1=NN(C(=C1)C(F)(F)F)CC(=O)N1CCC(CC1)C1=CC(=NC=C1)C(=O)NC1CCCC2=CC=CC=C12)(F)F